OC1=CC=C(C=C1)C1=CC=C(C=C1)C1=CC(=C(C=C1)O)C(C)C 4,4''-dihydroxy-3''-isopropyl-p-terphenyl